1,3-di(benzyloxy)-2-(benzyloxymethyl)propane-2-carbamic acid tert-butyl ester C(C)(C)(C)OC(NC(COCC1=CC=CC=C1)(COCC1=CC=CC=C1)COCC1=CC=CC=C1)=O